5-Ethylsulfanyl-1,3-dimethyl-6-[5-(trifluoromethyl)-1,3-benzoxazol-2-yl]benzimidazol-2-on C(C)SC1=CC2=C(N(C(N2C)=O)C)C=C1C=1OC2=C(N1)C=C(C=C2)C(F)(F)F